(1S,3R)-3-[3-({[2-(2-aminoethoxy) phenyl]acetyl} amino)-1H-pyrazol-5-yl]cyclopentyl propylcarbamate C(CC)NC(O[C@@H]1C[C@@H](CC1)C1=CC(=NN1)NC(CC1=C(C=CC=C1)OCCN)=O)=O